[2H]C(C(N(C)C)([2H])[2H])C1=CNC2=CC=CC=C12 trideutero-N,N-dimethyltryptamine